FC=1C=C2C(=CNC2=CC1F)CC(C)NCC(C)(F)F N-(1-(5,6-difluoro-1H-indol-3-yl)propan-2-yl)-2,2-difluoropropan-1-amine